1-(4-(bromo(4,5-dichloro-2-hydroxyphenyl)methyl)piperidin-1-yl)ethanone BrC(C1CCN(CC1)C(C)=O)C1=C(C=C(C(=C1)Cl)Cl)O